FC(S(=O)(=O)O)(F)F.OS(=O)(=O)C(F)(F)F triflic acid (trifluoromethanesulfonate)